FC(C1=NNC=C1C=1C=C2C=CN(C(C2=CC1)=O)CC1=CC(=CC(=C1)OC)F)F 6-(3-(difluoromethyl)-1H-pyrazol-4-yl)-2-(3-fluoro-5-methoxybenzyl)isoquinolin-1(2H)-one